3-[6-(4-methylpiperazin-1-yl)-[1,2,4]triazolo[4,3-b]pyridazin-3-yl]-N-[1-(1,3-oxazol-4-ylmethyl)piperidin-4-yl]propanamide CN1CCN(CC1)C=1C=CC=2N(N1)C(=NN2)CCC(=O)NC2CCN(CC2)CC=2N=COC2